rel-1-((1R,5S)-6-oxa-3-azabicyclo[3.1.1]heptan-3-yl)-2-(3-chloro-4-(6-(1-methylcyclopropoxy)-9-((4-methylpyridin-2-yl)methyl)-9H-purin-8-yl)phenyl)ethan-1-one [C@@H]12CN(C[C@@H](O1)C2)C(CC2=CC(=C(C=C2)C=2N(C1=NC=NC(=C1N2)OC2(CC2)C)CC2=NC=CC(=C2)C)Cl)=O |o1:0,4|